1-((5-fluoro-2-(1H-pyrrolo[2,3-b]pyridin-3-yl)pyrimidin-4-yl)amino)piperidine-2-carboxylic acid FC=1C(=NC(=NC1)C1=CNC2=NC=CC=C21)NN2C(CCCC2)C(=O)O